BrC1=CC=C(OC[C@@H]2COC[C@@](O2)(COC)CO)C=C1 ((2S,6S)-6-((4-bromophenoxy)methyl)-2-(methoxymethyl)-1,4-dioxan-2-yl)methanol